FC(S(=O)(=O)O[C@H](C(=O)OCC1=CC=CC=C1)C)(F)F Benzyl (2S)-2-{[(trifluoromethyl)sulfonyl]oxy}propanoate